NC=1N=CC2=CC(=CC(=C2C1)N1C[C@@H](CC1)O)C1=C(C=CC=C1C)F (3R)-1-[3-amino-7-(2-fluoro-6-methyl-phenyl)-5-isoquinolyl]pyrrolidin-3-ol